tert-Butyl (RS)-(4,4-difluorocyclohexyl)(2-(2-hydroxypropoxy)ethyl)carbamate FC1(CCC(CC1)N(C(OC(C)(C)C)=O)CCOC[C@@H](C)O)F |r|